(E)-methyl-3-(trifluoromethyl)aniline CNC1=CC(=CC=C1)C(F)(F)F